(1S)-1-(tert-butoxycarbonyl)-4,4-dimethylpyrrolidin-3-yl-1-(4-fluorophenyl)-3,4-dihydroisoquinoline C(C)(C)(C)OC(=O)N1CC(C(C1)(C)C)C1N=C(C2=CC=CC=C2C1)C1=CC=C(C=C1)F